octadecenyl acetoacetate C(CC(=O)C)(=O)OC=CCCCCCCCCCCCCCCCC